O1CCN(CC1)C(C(=O)[O-])C morpholinopropionate